(S)-N-(8,9-Difluoro-6-oxo-1,2,3,4,5,6-hexahydrobenzo[c][1,7]naphthyridin-1-yl)-5-fluoro-N-methyl-1H-indole-2-carboxamide FC=1C(=CC2=C(C(NC=3CNC[C@H](C23)N(C(=O)C=2NC3=CC=C(C=C3C2)F)C)=O)C1)F